tert-butyl 4-(3-chloro-5-cyano-2-pyridyl)piperazine-1-carboxylate ClC=1C(=NC=C(C1)C#N)N1CCN(CC1)C(=O)OC(C)(C)C